1,N17-diethyl-3,6,9,12,15-pentaoxaheptadecane-1,17-diamine C(C)C(COCCOCCOCCOCCOCCNCC)N